Cl.BrC=1C=C(C2=C(N(C(=N2)C)CC(=O)O)C1)C(NC1C(NC(CC1)=O)=O)=O 2-{6-Bromo-4-[(2,6-dioxopiperidin-3-yl)carbamoyl]-2-methyl-1H-1,3-benzodiazol-1-yl}acetic acid hydrochloride